ClC1=NC(=NC(=C1)Cl)C#C[Si](C)(C)C 4,6-Dichloro-2-[2-(trimethylsilyl)ethynyl]pyrimidine